glycine decyl ester isocyanate [N-]=C=O.C(CCCCCCCCC)OC(CN)=O